tert-butyl 4-[[2-(2,6-dioxopiperidin-3-yl)-1,3-dioxoisoindol-5-yl]oxy]piperidine-1-carboxylate O=C1NC(CCC1N1C(C2=CC=C(C=C2C1=O)OC1CCN(CC1)C(=O)OC(C)(C)C)=O)=O